C(C1=CC=CC=C1)N1CCC(CC1)CCNC(=O)N1CCN(CC1)C1=NC=C(N=C1)C(F)(F)F N-[2-(1-benzylpiperidin-4-yl)ethyl]-4-[5-(trifluoromethyl)pyrazin-2-yl]piperazine-1-carboxamide